(2-methyl-2-(2-propenyloxy)propyl)benzene tert-butyl-(3S,4R)-4-amino-3-fluoropiperidine-1-carboxylate C(C)(C)(C)OC(=O)N1C[C@@H]([C@@H](CC1)N)F.CC(CC1=CC=CC=C1)(C)OCC=C